C(CC)C1C(CCCC1)NC(=O)CC(C(CC(=O)NC1C(CCCC1)CCC)C(=O)NC1C(CCCC1)CCC)C(=O)NC1C(CCCC1)CCC 1,2,3,4-butanetetracarboxylic acid tetrakis(2-n-propylcyclohexylamide)